BrC1=C(CC2(COC2)NC(OC(C)(C)C)=O)C=C(C=C1)C(F)(F)F tert-butyl (3-(2-bromo-5-(trifluoromethyl)benzyl)oxetan-3-yl)carbamate